FC(C(=O)O)(F)F.C1N(CC12CNC2)C2=CC=C(C=C2)C2=CC(=C1CN(C(C1=C2)=O)C(C(=O)NC=2SC=CN2)C2=C1N(C=N2)CCC1)F 2-[6-[4-(2,6-diazaspiro[3.3]heptan-2-yl)phenyl]-4-fluoro-1-oxo-isoindolin-2-yl]-2-(6,7-dihydro-5H-pyrrolo[1,2-c]imidazol-1-yl)-N-thiazol-2-yl-acetamide trifluoroacetic acid salt